C(#N)C1=CC=C(C(=N1)F)O[C@@H]1[C@H](N(C1)C(=O)OC(C)(C)C)C tert-butyl (2R,3S)-3-[(6-cyano-2-fluoropyridin-3-yl) oxy]-2-methylazetidine-1-carboxylate